BrC=1C(=C(C(=NC1)N1CCC(CC1)N(C(OC(C)(C)C)=O)C)C#N)C1=CC(=C(C=C1)C#N)F tert-butyl (1-(5-bromo-3-cyano-4-(4-cyano-3-fluorophenyl)pyridin-2-yl)piperidin-4-yl)(methyl)carbamate